2-(2-pentenyl)-4-tridecene C(C=CCC)C(C)CC=CCCCCCCCC